BrC1=NN=C(N1)C1CC1 3-bromo-5-cyclopropyl-4H-1,2,4-triazole